OC(C)C=1C(=NC(=CC1)C=1C=NN2C1C=CC=C2)N2N=C(C=C2C)C#N 1-[3-(1-hydroxyethyl)-6-pyrazolo[1,5-a]pyridin-3-ylpyridin-2-yl]-5-methylpyrazole-3-carbonitrile